4-bromo-3-chloro-5-fluoroaniline BrC1=C(C=C(N)C=C1F)Cl